(3-cyclopropyl-2-methyl-2,4,5,7-tetrahydro-6H-pyrazolo[3,4-c]pyridin-6-yl)(2,3-dichlorophenyl)methanone C1(CC1)C=1N(N=C2CN(CCC21)C(=O)C2=C(C(=CC=C2)Cl)Cl)C